COC(=O)C1=NC(=C(C=C1)OCC(=C)C)I 6-iodo-5-[(2-methylpropan-2-en-1-yl)oxy]pyridine-2-carboxylic acid methyl ester